(S)-2-(2-chloro-6-fluorobenzoylamino)-3-(4-(5,6-dichloro-3-methyl-2-oxo-2,3-dihydro-1H-benzo[d]imidazol-1-yl)phenyl)propanoic acid ClC1=C(C(=O)N[C@H](C(=O)O)CC2=CC=C(C=C2)N2C(N(C3=C2C=C(C(=C3)Cl)Cl)C)=O)C(=CC=C1)F